benzyl-Boctert-butyloxycarbonyl-benzotriazol C(C1=CC=CC=C1)C=1C(=C(C2=C(NN=N2)C1)C(=O)OC(C)(C)C)C(=O)OC(C)(C)C